Cl.ClC=1C=C(C=CC1F)NCC1=NC(=CC=C1)OC(F)F (3-chloro-4-fluorophenyl)(6-(difluoromethoxy)pyridin-2-yl)methylamine hydrochloride